CC=1C(=C2C=NNC2=CC1)[N+](=O)[O-] 5-methyl-4-nitro-1H-indazole